3-(5-(7-(1-Methyl-1H-pyrazol-4-yl)quinolin-5-yl)-pyridin-2-yl)-3,6-diazabicyclo[3.1.1]heptane CN1N=CC(=C1)C1=CC(=C2C=CC=NC2=C1)C=1C=CC(=NC1)N1CC2NC(C1)C2